5-fluoro-4-(6-((1-methylcyclopropyl)ethynyl)-2,3-dihydrobenzo[e][1,4]oxazepin-1(5H)-yl)quinazolin-2(1H)-one FC1=C2C(=NC(NC2=CC=C1)=O)N1CCOCC2=C1C=CC=C2C#CC2(CC2)C